C(C)(C)(C)OC(NCC1CC(CC1)=O)=O ((3-oxocyclopentyl)methyl)carbamic acid tert-butyl ester